2-(2-(1H-1,2,3-triazol-5-yl)ethyl)-8-(tert-butyl)-2,3,4,5-tetrahydro-1H-pyrido[4,3-b]indole N1N=NC=C1CCN1CC2=C(NC=3C=CC(=CC23)C(C)(C)C)CC1